3-(2,4-dioxotetrahydropyrimidin-1(2H)-yl)-4-methoxybenzamide trifluoroacetate FC(C(=O)O)(F)F.O=C1N(CCC(N1)=O)C=1C=C(C(=O)N)C=CC1OC